6-(Cyclopropanecarboxamido)-4-((4-methoxy-1-methyl-5-(2,2,2-trifluoro-1-methoxyethyl)-1H-indazol-3-yl)amino)-N-(methyl-d3)nicotinamide C1(CC1)C(=O)NC1=NC=C(C(=O)NC([2H])([2H])[2H])C(=C1)NC1=NN(C2=CC=C(C(=C12)OC)C(C(F)(F)F)OC)C